ClC=1C=NN(C(C1Cl)=O)CC(=O)NC=1C=CC(=C(C1)S(=O)(=O)N(C)[C@H](C(=O)O)C)C (S)-2-(5-(2-(4,5-dichloro-6-oxopyridazin-1(6H)-yl)acetamido)-N,2-dimethylphenylsulfonamido)propanoic acid